OC1=C(C=2CCCCC2C=C1)C=O 2-hydroxy-5,6,7,8-tetrahydronaphthalene-1-carbaldehyde